C[Si](C#CC1(CC1)C)(C)C trimethyl((1-methylcyclopropyl)ethynyl)silane